C(C1=CC=CC=C1)N(C(=O)OCC1=C(SC(=C1)Cl)C1=CC=C(C(=N1)C)O[C@@H]1C[C@H](CCC1)C(=O)O)C (1S,3S)-3-((6-(3-(((benzyl(methyl)carbamoyl)oxy)methyl)-5-chlorothiophen-2-yl)-2-methyl-pyridin-3-yl)oxy)cyclohexane-1-carboxylic acid